2,5-dioxopyrrolidin-1-yl 5-fluoro-7-hydroxy-2-oxo-2H-chromene-3-carboxylate FC1=C2C=C(C(OC2=CC(=C1)O)=O)C(=O)ON1C(CCC1=O)=O